2-bromo-6,7,8,9-tetrahydro-5H-benzo[7]annulen-5-one BrC=1C=CC2=C(CCCCC2=O)C1